FC1=CC=C(CC2=CC3=C(C=4N2C(=NN4)C(F)(F)F)C(CN3C(=O)OC(C)(C)C)(C)C)C=C1 tert-butyl 5-(4-fluorobenzyl)-9,9-dimethyl-3-(trifluoromethyl)-8,9-dihydro-7H-pyrrolo[3,2-c][1,2,4]triazolo[4,3-a]pyridine-7-carboxylate